1-((1-phenyl-5-(trifluoromethyl)-1H-pyrazol-4-yl)methyl)pyridine C1(=CC=CC=C1)N1N=CC(=C1C(F)(F)F)CN1CC=CC=C1